di-(tert-butyl)(4-isopropylphenyl)phosphonium tetrafluoroborate F[B-](F)(F)F.C(C)(C)(C)[PH+](C1=CC=C(C=C1)C(C)C)C(C)(C)C